FC=1C=C(C=CC1OC1=CC=C(C=C1)F)S(=O)(=O)N1[C@]2(CN(C[C@@H]1CC2)C(=O)OCCOC)C(NO)=O 2-methoxyethyl (1R,5S)-8-((3-fluoro-4-(4-fluorophenoxy)phenyl)sulfonyl)-1-(hydroxycarbamoyl)-3,8-diazabicyclo[3.2.1]octane-3-carboxylate